N-(7-bromo-6-(2-chloro-5-fluorobenzoyl)-2-methyl-3-(3-oxopropyl)-2H-indazol-5-yl)-3-fluoro-5-(trifluoromethyl)benzamide BrC1=C(C(=CC2=C(N(N=C12)C)CCC=O)NC(C1=CC(=CC(=C1)C(F)(F)F)F)=O)C(C1=C(C=CC(=C1)F)Cl)=O